ClC1=CC2=C(C=N1)C(OC21CCOCC1)O 6-chlorospiro[3H-furo[3,4-c]pyridin-1,4'-tetrahydropyran]-3-ol